ClC=1C=CC=C2C=CC=C(C12)N1CC=2N=C(N=C(C2CC1)N1C[C@@H](N(CC1)C(=O)OC(C)(C)C)CC#N)OCCN1CC(CCC1)(F)F tert-butyl (2S)-4-[7-(8-chloro-1-naphthyl)-2-[2-(3,3-difluoro-1-piperidyl)ethoxy]-6,8-dihydro-5H-pyrido[3,4-d]pyrimidin-4-yl]-2-(cyanomethyl)piperazine-1-carboxylate